5,5-dimethyl-6,7-dihydro-2H-indazol-4-one CC1(C(C2=CNN=C2CC1)=O)C